[4-[4-[2-chloro-4-[[5-(2,3-difluoro-4-methoxy-phenyl)-1-methyl-imidazole-2-carbonyl]amino]benzoyl]piperazine-1-carbonyl]-1-piperidinyl]acetic acid ClC1=C(C(=O)N2CCN(CC2)C(=O)C2CCN(CC2)CC(=O)O)C=CC(=C1)NC(=O)C=1N(C(=CN1)C1=C(C(=C(C=C1)OC)F)F)C